C1(CCCCC1)S(=O)(=O)N1CCC2(CC(CO2)NC[C@@H](COC=2C=C(C=CC2)S(=O)(=O)NC)O)CC1 3-((2S)-3-(8-(cyclohexylsulfonyl)-1-oxa-8-azaspiro[4.5]dec-3-ylamino)-2-hydroxypropoxy)-N-methylbenzenesulfonamide